C1(CCC1)C1COCCN1C1=NC=C2C(=N1)N(N=C2C=2C(=C(C(=C(C2)C(F)(F)F)F)O)F)C 3-(6-(3-Cyclobutylmorpholino)-1-methyl-1H-pyrazolo[3,4-d]pyrimidin-3-yl)-2,6-difluoro-5-(trifluoromethyl)phenol